C(C)(C)(C)OC(=O)N1CC(C1)C(C1=CNC=2N=NC=CC21)O.ClC2=C(C(=O)N)C=C(C=N2)Cl 2,5-dichloronicotinamide tert-Butyl-3-(hydroxy(7H-pyrrolo[2,3-c]pyridazin-5-yl)methyl)azetidine-1-carboxylate